mono(2-ethyl)hexanol CCC(CCCCC)O